CC(CN1C(O[C@]2(C1)C[C@H](CCC2)CN2C=NC1=C2C=C(C=C1)C#N)=O)(C)C1=NC(=NO1)C(F)(F)F 1-[((5S,7S)-3-{2-methyl-2-[3-(trifluoromethyl)-1,2,4-oxadiazol-5-yl]propyl}-2-oxo-1-oxa-3-azaspiro[4.5]dec-7-yl)methyl]-1H-benzimidazole-6-carbonitrile